3-amino-4,5-dicyanopyrazole NC1=NNC(=C1C#N)C#N